COC(=O)C1=C(N=C(N1)C(CCO[Si](C)(C)C(C)(C)C)C1CN(CC1)C(=O)OC(C)(C)C)C1=CC=C(C=C1)OC1=CC=CC=C1 2-(1-(1-(t-Butoxycarbonyl)pyrrolidin-3-yl)-3-((t-butyldimethylsilyl)Oxy)propyl)-4-(4-phenoxyphenyl)-1H-imidazole-5-carboxylic acid methyl ester